ClCCN(C1=CC=C(C(=O)O)C=C1)CCCl 4-(bis(2-chloroethyl)amino)benzoic acid